C(C1=CC=CC=C1)(=O)OC1=C(C=C(C=C1)Cl)C(NC1=C(C=C(C=C1)[N+](=O)[O-])Cl)=O 4-chloro-2-((2-chloro-4-nitrophenyl)carbamoyl)phenyl benzoate